[Si](C)(C)(C(C)(C)C)OCC1=NN(C=C1F)CC1=C(C=C2[C@](NC(NC2=C1)=O)(C(C)(F)F)C#CC1CC1)F (S)-7-((3-(((tert-butyldimethylsilyl)oxy)methyl)-4-fluoro-1H-pyrazol-1-yl)methyl)-4-(cyclopropylethynyl)-4-(1,1-difluoroethyl)-6-fluoro-3,4-dihydroquinazolin-2(1H)-one